Cl.O(C1=CC=CC=C1)C1=CC=C(C=C1)[C@H]1SCC[C@H](NC1=O)CNCC(F)(F)F (2R,5S)-2-(4-phenoxyphenyl)-5-[(2,2,2-trifluoroethylamino)methyl]-1,4-thiazepan-3-one hydrochloride